CC1=NN(C(C1)=O)C1=CC=C(C#N)C=C1 4-(3-methyl-5-oxo-4,5-dihydro-1H-pyrazol-1-yl)benzonitrile